FC1=CC=2N(C=C1)C(=CN2)C=2C=CC(=C1C(NCC21)=O)NC2=CC=C1C(=N2)CN(C12CCC(CC2)=O)CCN2CCOCC2 2'-((7-(7-fluoroimidazo[1,2-a]pyridin-3-yl)-3-oxoisoindolin-4-yl)amino)-6'-(2-morpholinoethyl)-6',7'-dihydrospiro[cyclohexane-1,5'-pyrrolo[3,4-b]pyridin]-4-one